N-((3R,4R)-3-fluoro-1-(oxetan-3-yl)piperidin-4-yl)-4-methoxy-5-(1-((R)-1,1,1-trifluoropropan-2-yl)-1H-benzo[d][1,2,3]triazol-6-yl)pyrrolo[2,1-f][1,2,4]triazin-2-amine F[C@@H]1CN(CC[C@H]1NC1=NN2C(C(=N1)OC)=C(C=C2)C=2C=CC1=C(N(N=N1)[C@@H](C(F)(F)F)C)C2)C2COC2